N-((3R,5R)-5-methylpyrrolidin-3-yl)-5-(3-(trifluoromethyl)phenyl)-1,3,4-oxadiazole-2-carboxamide TFA salt OC(=O)C(F)(F)F.C[C@@H]1C[C@H](CN1)NC(=O)C=1OC(=NN1)C1=CC(=CC=C1)C(F)(F)F